(R)-6-(5-(((1-(2-chloro-5-fluoropyridin-3-yl)ethoxy)carbonyl)amino)-1-methyl-1H-1,2,3-triazol-4-yl)nicotinic acid ClC1=NC=C(C=C1[C@@H](C)OC(=O)NC1=C(N=NN1C)C1=NC=C(C(=O)O)C=C1)F